tert-Butyl (5-chloro-4-(4-((5-chloro-6-(2H-1,2,3-triazol-2-yl)pyridin-3-yl)carbamoyl)-5-(trifluoromethyl)-1H-pyrazol-1-yl)pyridin-2-yl)carbamate ClC=1C(=CC(=NC1)NC(OC(C)(C)C)=O)N1N=CC(=C1C(F)(F)F)C(NC=1C=NC(=C(C1)Cl)N1N=CC=N1)=O